C1(=CC=CC=C1)CCCCC1=CC=C(C=C)C=C1 4-(4-phenyl-n-butyl)styrene